BrC=1C=C(C=CC1)C=1OC(=CN1)C (3-bromophenyl)-5-methyl-1,3-oxazole